ClC(C1=C(C(=O)O)C(=CC=C1)C(Cl)(Cl)Cl)(Cl)Cl 2,6-bis(trichloromethyl)benzoic acid